The molecule is a saturated organic heteromonocyclic parent that is cyclohexane in which the carbon atoms at positions 1, 3 and 5 are replaced by oxygen atoms. It is a trioxane and a saturated organic heteromonocyclic parent. C1OCOCO1